3-[[4-hydroxy-1-[(3R,4R)-1-[5-(2-methylpyrazol-3-yl)thiophene-2-carbonyl]-3-phenyl-piperidine-4-carbonyl]-4-piperidinyl]methyl]thieno[2,3-d]pyrimidin-4-one OC1(CCN(CC1)C(=O)[C@H]1[C@@H](CN(CC1)C(=O)C=1SC(=CC1)C=1N(N=CC1)C)C1=CC=CC=C1)CN1C=NC2=C(C1=O)C=CS2